O=C1N(C(C2=CC=CC=C12)=O)C1CC(C1)OC1=CC=C(C=C1)C(C)(C)C1=CC=C(OCC2=NC(=NC=C2)N2C[C@H](N([C@H](C2)C)C(=O)OC(C)(C)C)C)C=C1 tert-butyl (2r,6s)-4-(4-((4-(2-(4-((1s,3s)-3-(1,3-dioxoisoindolin-2-yl)cyclobutyloxy)phenyl) propan-2-yl)phenoxy)methyl)pyrimidin-2-yl)-2,6-dimethylpiperazin-1-carboxylate